BrC1=CC2=C(C=N1)N=C(N2C)C2=CC=C(C=C2)S(=O)(=O)C 6-bromo-1-methyl-2-(4-(methylsulfonyl)phenyl)-1H-imidazo[4,5-c]pyridine